FC1(C(C1)C(=O)NC1=CNC2=CC=C(C=C12)C=1C=NN(C1)C1=CC=C(C=C1)C(F)(F)F)F 2,2-difluoro-N-(5-{1-[4-(trifluoromethyl)phenyl]-1H-pyrazol-4-yl}-1H-indol-3-yl)cyclopropane-1-carboxamide